C1(CC1)C1=CC(=NC=2N1N=C(C2)C2=C(C=C(C=C2)N2C[C@H](CC2)NC(C)=O)F)C(=O)N2[C@@H](C1=CC=CC=C1CC2)C N-[(3S)-1-(4-{7-cyclopropyl-5-[(1R)-1-methyl-1,2,3,4-tetrahydroisoquinoline-2-carbonyl]pyrazolo[1,5-a]pyrimidin-2-yl}-3-fluorophenyl)pyrrolidin-3-yl]acetamide